(2S,4R)-4-hydroxy-1-[(2S)-2-[4-[[4-(hydroxymethyl)phenoxy]methyl]triazol-1-yl]-3,3-dimethyl-butanoyl]-N-methyl-pyrrolidine-2-carboxamide O[C@@H]1C[C@H](N(C1)C([C@H](C(C)(C)C)N1N=NC(=C1)COC1=CC=C(C=C1)CO)=O)C(=O)NC